1-(5-(aminomethyl)thiophen-2-yl)-2-((6-methoxy-2-methylpyrido[3,4-d]pyrimidin-4-yl)thio)ethan-1-one hydrochloride Cl.NCC1=CC=C(S1)C(CSC=1C2=C(N=C(N1)C)C=NC(=C2)OC)=O